(3R)-3-amino-8-fluoro-1,1-dioxo-7-[5-(2,2,2-trifluoroethyl)-1,3,4-oxadiazol-2-yl]-5-[[4-(trifluoromethoxy)phenyl]methyl]-2,3-dihydro-1lambda6,5-benzothiazepin-4-one N[C@H]1CS(C2=C(N(C1=O)CC1=CC=C(C=C1)OC(F)(F)F)C=C(C(=C2)F)C=2OC(=NN2)CC(F)(F)F)(=O)=O